C1(CC1)C1=NC=NC(=C1C1=CC=2N(C(=N1)NCC1=CC=C(C=C1)C=1N(C=C(N1)C(F)(F)F)C)C=CN2)OC 7-(4-cyclopropyl-6-methoxypyrimidin-5-yl)-N-(4-(1-methyl-4-(trifluoromethyl)-1H-imidazol-2-yl)benzyl)imidazo[1,2-c]pyrimidin-5-amine